2,3,4,9-tetrahydropyridino[3,4-b]indol C1NCCC2=C1NC1=CC=CC=C21